4-((1R,3R)-3-(1-isopropyl-3-(5-(trifluoromethyl)pyridin-3-yl)-1H-pyrazol-5-yl)cyclopentyl)morpholine C(C)(C)N1N=C(C=C1[C@H]1C[C@@H](CC1)N1CCOCC1)C=1C=NC=C(C1)C(F)(F)F